BrC1=CC=C(C=C1)S(=O)(=O)N1CCC(CC1)N1N=CC(=C(C1=O)Cl)NCC1COCCS1(=O)=O 2-[1-(4-bromophenyl)sulfonyl-4-piperidyl]-4-chloro-5-[(4,4-dioxo-1,4-oxathian-3-yl)methylamino]pyridazin-3-one